2-(tert-butylamino)-5-methyl-4-phenyl-6H-1,3-oxazin-6-one C(C)(C)(C)NC=1OC(C(=C(N1)C1=CC=CC=C1)C)=O